1,1,1,3,3,3-Hexafluoropropan-2-yl 2,2-dimethyl-3-(3-(thiophen-3-yl)-1H-indazol-1-yl)propanoate CC(C(=O)OC(C(F)(F)F)C(F)(F)F)(CN1N=C(C2=CC=CC=C12)C1=CSC=C1)C